CC=1NC2=CC=C(C=C2C1C)NC(=O)[C@H]1N(C[C@@H](C1)F)C(CN1N=C(C2=CC(=CC=C12)C1=CN=NC=C1)C(=O)N)=O 1-(2-((2S,4R)-2-(2,3-dimethyl-1H-indol-5-ylcarbamoyl)-4-fluoropyrrolidin-1-yl)-2-oxoethyl)-5-(pyridazin-4-yl)-1H-indazole-3-carboxamide